FC1(C(NC2=C(O1)N=CNC2=O)=O)F 7,7-difluoro-3H,4H,5H,6H,7H-pyrimido[4,5-b][1,4]oxazine-4,6-dione